FC=1C(=CC=C2C(CCOC12)=CC1=CC=C(C=C1)S(=O)(=O)NN)OC(F)(F)F (8-fluoro-7-(trifluoromethoxy)chroman-4-ylidene)-4-toluenesulfonhydrazide